1-methyl-3-oxo-2-((2-oxo-3-((2-(trimethylsilyl)ethoxy)methyl)-2,3-dihydrobenzo[d]oxazol-6-yl)methyl)isoindoline-5-carboxamide CC1N(C(C2=CC(=CC=C12)C(=O)N)=O)CC1=CC2=C(N(C(O2)=O)COCC[Si](C)(C)C)C=C1